C(CC)C(COC=1C=C(O[C@H](CN)C)C=CC1)CCC (S)-2-(3-(2-propylpentyloxy)phenoxy)propan-1-amine